C(CCC)(=O)N1CCCC2=CC=CC=C12 butyryl-1,2,3,4-tetrahydroquinoline